FC(OC1=CC(=C(C(=C1)C(C)C)CC(=O)N[S@](=O)(=N)C1=C(N=C(S1)C(C)(C)O)C)C(C)C)F |o1:16| (R)- or (S)-2-(4-(difluoromethoxy)-2,6-diisopropylphenyl)-N-(2-(2-hydroxypropan-2-yl)-4-methylthiazol-5-ylsulfonimidoyl)acetamide